C(#N)C(CCC(=O)O)(C)S(=O)(=O)C(=S)S(=O)(=O)CCC 4-cyano-4-(propyl-sulfonyl-thiocarbonyl)sulfonyl-valeric acid